(E)-4-(1-(cyclopropylmethyl)-2-(2-nitroprop-1-en-1-yl)-1H-indol-7-yl)piperidine-1-carboxylic acid tert-butyl ester C(C)(C)(C)OC(=O)N1CCC(CC1)C=1C=CC=C2C=C(N(C12)CC1CC1)\C=C(/C)\[N+](=O)[O-]